(2S,3S,4S,5S)-3-(3,4-difluoro-2-hydroxy-phenyl)-4,5-dimethyl-5-(trifluoromethyl)tetrahydrofuran FC=1C(=C(C=CC1F)[C@H]1CO[C@@]([C@H]1C)(C(F)(F)F)C)O